1-(2-bromothiazol-5-yl)-N,N-dimethylamine BrC=1SC(=CN1)CNC